OC1CN(CC1CC(C)C)C(=O)N 3-hydroxy-4-Isobutylpyrrolidine-1-carboxamide